ClC=1C=C(C=CC1Cl)C1=C(C(=CC=C1)F)NC(=O)C=1C(=NN(C1)C)C(F)F N-(3',4'-dichloro-3-fluorobiphenyl-2-yl)-1-methyl-3-difluoromethyl-1H-pyrazole-4-carboxamide